FC(C=1C=C(CN)C=CC1)(F)F 3-(trifluoromethyl)benzylamine